NC=1C=NC(=NC1)C=1C=C(C=C(C1)Cl)[C@@H]1COCCN1C(C=C)=O (R)-1-(3-(3-(5-aminopyrimidin-2-yl)-5-chlorophenyl)morpholino)prop-2-en-1-one